[Co].C1(=CC=CC=C1)CC(=O)CC(C)=O phenylacetylacetone cobalt